methyl 2-(2-methylbiphenyl-3-yl)-1,3-benzoxazole-5-carboxylate CC1=C(C=CC=C1C=1OC2=C(N1)C=C(C=C2)C(=O)OC)C2=CC=CC=C2